trans-3-(2,2-dichloro-3,3,3-trifluoropropyl)-2,2-dimethylcyclopropanecarboxylate ClC(C[C@@H]1C([C@H]1C(=O)[O-])(C)C)(C(F)(F)F)Cl